FC1=C(C=CC(=C1)OC1=CC(=NC=C1)N1C[C@H](NCC1)C)NC1=NC=NC2=CC(=C(C=C12)NC1CCN(CC1)C(C=C)=O)OC (R)-1-(4-((4-((2-fluoro-4-((2-(3-methylpiperazin-1-yl)pyridin-4-yl)oxy)phenyl)amino)-7-methoxyquinazolin-6-yl)amino)piperidin-1-yl)prop-2-en-1-one